C(#N)C1=C(OC2=CC=C3N=CC(=NC3=C2)C2CC3(C2)CCN(CC3)C(=O)OC(C)(C)C)C(=CC=C1NS(N(C)CC)(=O)=O)F tert-butyl 2-[7-[2-cyano-3-[[ethyl(methyl)sulfamoyl]amino]-6-fluoro-phenoxy]quinoxalin-2-yl]-7-azaspiro[3.5]nonane-7-carboxylate